C(#N)C1CCN(CC1)C(=O)[C@@H]1CC12CCN(CC2)C(=O)OC(C(F)(F)F)C(F)(F)F |r| 1,1,1,3,3,3-hexafluoro-propan-2-yl (±)-1-(4-cyanopiperidine-1-carbonyl)-6-azaspiro[2.5]octane-6-carboxylate